C(#N)C1=C(C=CC=C1C=1OC2=C(N1)C=C(C(=C2)C)CN2[C@@H](COCC2)C(=O)O)C2=CC=CC=C2 (S)-4-((2-(2-cyano-[1,1'-biphenyl]-3-yl)-6-methylbenzo[d]oxazol-5-yl)methyl)morpholine-3-carboxylic acid